(R)-3-(1-(6-(1-methyl-1,2,3,6-tetrahydropyridin-4-yl)cinnolin-4-ylamino)ethyl)benzonitrile CN1CCC(=CC1)C=1C=C2C(=CN=NC2=CC1)N[C@H](C)C=1C=C(C#N)C=CC1